2,3-dimethyl-4-hydroxyphenol CC1=C(C=CC(=C1C)O)O